BrC=1C=CC(=NC1)O[C@@H]1C[C@@H]2CN([C@H]1C2)C(=O)C2=C(C=CC(=C2)F)C2=NC=CC=N2 ((1S,4R,6R)-6-((5-bromopyridin-2-yl)oxy)-2-azabicyclo[2.2.1]hept-2-yl)(5-fluoro-2-(pyrimidin-2-yl)phenyl)methanone